NC=1C(=NC=C(N1)N1CCC(CC1)(C)N)SC=1C(=C(C=CC1)NC(=O)C=1C(N(C=C(C1O)C1=CC(=CC(=C1)OC)O)C)=C=O)Cl N-(3-((3-amino-5-(4-amino-4-methylpiperidin-1-yl)pyrazin-2-yl)thio)-2-chlorophenyl)-4-hydroxy-5-(3-hydroxy-5-methoxyphenyl)-1-methyl-2-carbonyl-1,2-dihydropyridine-3-carboxamide